N,N-dimethyl-methyl-ammonium chloride [Cl-].C[NH+](C)C